CC=1C(=C2C(=NC1)NC=C2C=2C=NC=NC2)N2CCCCC2 5-methyl-4-(1-piperidinyl)-3-pyrimidin-5-yl-1H-pyrrolo[2,3-b]pyridine